FC1(CNC(N(C1)C(CN1CCC(CC1)(F)F)C1=CN=C(S1)NC([C@H](C1CCC(CC1)C)NC(OC(C)(C)C)=O)=O)=O)F Tert-butyl ((1S)-2-((5-(1-(5,5-difluoro-2-oxotetrahydropyrimidin-1(2H)-yl)-2-(4,4-difluoropiperidin-1-yl)ethyl)thiazol-2-yl)amino)-1-((1r,4S)-4-methylcyclohexyl)-2-oxoethyl)carbamate